4-[4-(1,3-benzooxazol-2-yl)piperidin-1-yl]-8-chloro-1-methyl-2-oxo-1,2-dihydroquinoline-3-carboxamide O1C(=NC2=C1C=CC=C2)C2CCN(CC2)C2=C(C(N(C1=C(C=CC=C21)Cl)C)=O)C(=O)N